[Br-].S1C(=NC2=C1C=CC=C2)SC2=C(C=CC=C2)O benzothiazolyl-thiohydroxybenzene bromide